6-cyano-2-((2-fluoro-4-iodophenyl)amino)nicotinic acid C(#N)C1=NC(=C(C(=O)O)C=C1)NC1=C(C=C(C=C1)I)F